O1[C@@H](CC1)CN1C=NC=2C1=NC(=CC2)C(=O)O.COC=2C(C(=C(C(C2OC)=O)C(CCCCCCCCCOC(O)=O)CC(CO[N+](=O)[O-])O[N+](=O)[O-])C)=O.N2C(CSCC2)=O thiomorpholinoN [10-(4,5-dimethoxy-2-methyl-3,6-dioxocyclohexa-1,4-dien-1-yl)-12,13-dinitrooxytridecyl]carbonate 3-(((S)-oxetan-2-yl)methyl)-3H-imidazo[4,5-b]pyridine-5-carboxylate